FC=1C=C2C=NN(C2=CC1N)C=1C=C(C=CC1)C 5-fluoro-1-(m-tolyl)-1H-indazole-6-amine